SC(C(=O)OCCOCCOC(C(C)S)=O)C diethylene glycol e-bis(mercaptopropionate)